[Al].[Li].C[C@]12CC3(CC(C[C@@](C1)(C3)C)C2)NC(NC2=CC=C(C(=O)NCCCCC(=O)NO)C=C2)=O 4-(3-((1r,3R,5S,7r)-3,5-dimethyladamantan-1-yl)ureido)-N-(5-(hydroxyamino)-5-oxopentyl)benzamide LITHIUM ALUMINUM